C(C1=CC=CC=C1)OC1=CC=C2C(=CNC2=C1)C[C@@H](C)NCC(C)(C)F (R)-N-(1-(6-(benzyloxy)-1H-indol-3-yl)propan-2-yl)-2-fluoro-2-methylpropan-1-amine